The molecule is a monocarboxylic acid that is butanoic acid substituted at position 4 by a 4-[bis(2-chloroethyl)amino]phenyl group. A chemotherapy drug that can be used in combination with the antibody obinutuzumab for the treatment of chronic lymphocytic leukemia. It has a role as an alkylating agent, a carcinogenic agent, an antineoplastic agent, an immunosuppressive agent and a drug allergen. It is a nitrogen mustard, an organochlorine compound, an aromatic amine, a tertiary amino compound and a monocarboxylic acid. C1=CC(=CC=C1CCCC(=O)O)N(CCCl)CCCl